3-(16-(methylamino)-16-oxohexadecanamido)propanoic acid CNC(CCCCCCCCCCCCCCC(=O)NCCC(=O)O)=O